FC1=C(C(=CC=C1)F)[N+](=O)[O-] 1,3-difluoro-2-nitro-benzene